(E)-N'-(3-chlorobenzylidene)-6-(4-methoxyphenyl)pyrazine-2-carbohydrazide ClC=1C=C(\C=N\NC(=O)C2=NC(=CN=C2)C2=CC=C(C=C2)OC)C=CC1